ClC=1C=CC2=C(C(C[C@@H](O2)C(=O)N[C@@H]2CC[C@H](CC2)N2N=CC(=C2)C2=NC=C(C=C2)OC(F)(F)F)=O)C1 (2R)-(trans)-6-chloro-4-oxo-N-(4-{4-[5-(trifluoromethoxy)pyridin-2-yl]-1H-pyrazol-1-yl}cyclohexyl)-3,4-dihydro-2H-1-benzopyran-2-carboxamide